1-(5Z,8Z,11Z,14Z-eicosatetraenoyl)-2-(8Z,11Z,14Z-eicosatrienoyl)-glycero-3-phospho-(1'-sn-glycerol) CCCCC/C=C\C/C=C\C/C=C\CCCCCCC(=O)O[C@H](COC(=O)CCC/C=C\C/C=C\C/C=C\C/C=C\CCCCC)COP(=O)(O)OC[C@H](CO)O